CC1=NC(=CC=C1O[C@@H]1C[C@H](CC1)CC(=O)OC(C)C)C=1N=NN(C1CO[C@H]1OCCCC1)C |&1:27| (±)-trans-isopropyl 2-(3-((2-methyl-6-(1-methyl-5-(((tetrahydro-2H-pyran-2-yl)oxy)methyl)-1H-1,2,3-triazol-4-yl)pyridin-3-yl)oxy)cyclopentyl)acetate